C1(CC1)C1=CC(=C(C=C1)NC1=CC(=NC=C1C(=O)NOCC)NC1=NC=C(C(=C1)C)F)NS(=O)(=O)C 4-((4-cyclopropyl-2-(N-methylsulfonylamino)phenyl)amino)-N-ethoxy-6-((5-fluoro-4-methylpyridin-2-yl)amino)nicotinamide